O1C(=NC=C1)C1=C2C=CC(=CC2=CC=C1)C(=O)OC methyl 5-(oxazol-2-yl)-2-naphthoate